C(C)(=O)OC[C@H]1N(CC2(CC2)C1)C(=O)C1=C(C=C(C(=C1)OC)OCCCCCOC1=CC(=C(C=C1OC)C(=O)N1CC2(CC2)C[C@H]1COC(C)=O)N)N 1,5-Pentanediylbis[oxy (2-amino-5-methoxybenzen-4,1-diyl)carbonyl (6S)-5-azaspiro[2.4]heptan-5,6-diylmethanediyl] diacetate